2-[4-[3-(dimethylcarbamoyl)-4-hydroxynaphthalen-1-yl]phenyl]propionic acid ethyl ester C(C)OC(C(C)C1=CC=C(C=C1)C1=CC(=C(C2=CC=CC=C12)O)C(N(C)C)=O)=O